1,2-Dimethoxy-4-(1-(prop-2-yn-1-yloxy)allyl)benzene COC1=C(C=C(C=C1)C(C=C)OCC#C)OC